4-(5-bromo-3-(isothiazole-4-carboxamido)-1-(5-methylhexyl)-1H-pyrazolo[3,4-b]pyridin-6-yl)phenyl (3-(dimethylamino)propyl)carbamate CN(CCCNC(OC1=CC=C(C=C1)C1=C(C=C2C(=N1)N(N=C2NC(=O)C=2C=NSC2)CCCCC(C)C)Br)=O)C